NC1=NNC2=C(C=C(C=C12)C1=CC(=NC=C1)NS(O)(=O)=O)C#CC(C)(C)C (4-(3-amino-7-(3,3-dimethylbut-1-yn-1-yl)-1H-indazol-5-yl)pyridin-2-yl)sulfamic acid